ClC=1C(=C(OCC(=O)O)C=C(C1CC1=CC(=C(C=C1)O)C(CCC)C1=CC=C(C=C1)F)Cl)F 2-(3,5-dichloro-2-fluoro-4-(3-(1-(4-fluorophenyl)butyl)-4-hydroxybenzyl)phenoxy)acetic acid